CC1=CC=C(C=C1)[C@@H](C)C=1SC=CN1 [(1R)-1-(4-methylphenyl)ethyl]-1,3-thiazole